Cl.N[C@H](C(=O)NC1=CC(=C(C=C1)SCC1=CC=CC=C1)F)CC1=CC=CC=C1 (S)-2-amino-N-(4-(benzylsulfanyl)-3-fluorophenyl)-3-phenylpropionamide hydrochloride